1-Chloro-6-(3-chloro-1-isopropyl-1H-indazol-5-ylmethoxy)-3,4-dihydro-naphthalene ClC1=CCCC2=CC(=CC=C12)OCC=1C=C2C(=NN(C2=CC1)C(C)C)Cl